C(CCC)N(CCCCCCCCCCCCCCCCC(=O)[NH-])CCCC N-(3-dibutylaminopropyl)myristoyl-amide